(R)-3,6-difluoro-2-(pyrrolidin-2-yl)pyridine FC=1C(=NC(=CC1)F)[C@@H]1NCCC1